FC1=C(C=CC=C1)C1=NC(=NC=2[C@]3([C@H](CCC12)[C@H](C(C(=C3)C#N)=O)C)C)C3=NC=NC(=C3)C (6aR,7R,10aS)-4-(2-fluorophenyl)-7,10a-dimethyl-2-(6-methylpyrimidin-4-yl)-8-oxo-5,6,6a,7,8,10a-hexahydrobenzo[h]quinazoline-9-carbonitrile